(R)-4-(3H-[1,2,3]triazolo[4,5-b]pyridin-3-yl)-N-(8-methylisoquinolin-1-yl)-N-(piperidin-3-yl)-2-(trifluoromethyl)benzamide N1=NN(C2=NC=CC=C21)C2=CC(=C(C(=O)N([C@H]1CNCCC1)C1=NC=CC3=CC=CC(=C13)C)C=C2)C(F)(F)F